ClC1=C(C=CC=C1Cl)C1=C(C=NC=C1)NC=C(C(=O)OCC)C(=O)OCC Diethyl ({[4-(2,3-dichlorophenyl)pyridin-3-yl]amino}methylene)malonate